4-bromo-5-(2,6-dimethylphenoxy)-1-(3,3,3-trifluoropropyl)pyridin-2(1H)-one BrC1=CC(N(C=C1OC1=C(C=CC=C1C)C)CCC(F)(F)F)=O